Hexylendiamin C(CCCCCN)N